BrC1=CC=C2C=C(N(C2=C1)CC)C1=NC2=C(N1C)C=CC(=C2)C(=O)N2C[C@@H](CCC2)N (3R)-1-{[2-(6-Bromo-1-ethyl-1H-indol-2-yl)-1-methyl-1H-benzimidazol-5-yl]carbonyl}-3-piperidinamin